O1C=CC2=C1C=CC(=C2)C=2C(=NC(=CN2)CCCOC)N2CC(C2)C(=O)O 1-(3-(benzofuran-5-yl)-6-(3-methoxypropyl)pyrazin-2-yl)azetidine-3-carboxylic acid